5'-((1R,2R,4S)-rel-2-amino-7-azabicyclo[2.2.1]heptane-7-carbonyl)-2'',3-difluoro-4''-(2-methoxyethyl)-[1,1':2',1''-terphenyl]-4-carbonitrile N[C@H]1[C@H]2CC[C@@H](C1)N2C(=O)C2=CC=C(C(=C2)C2=CC(=C(C=C2)C#N)F)C2=C(C=C(C=C2)CCOC)F |o1:1,2,5|